C(C)(=O)C=1C=CC(=C(C1)C=1C2=C(C(N(C1)C)=O)SC(=C2)C(=O)NCC)OC2=C(C=C(C=C2)Cl)Cl 4-(5-acetyl-2-(2,4-dichlorophenoxy)phenyl)-N-ethyl-6-methyl-7-oxo-6,7-dihydrothieno[2,3-c]pyridine-2-carboxamide